2-ethyl-7,9-difluoro-5H-pyrimido[5,4-b]indol-4-ol C(C)C=1N=C(C=2NC=3C=C(C=C(C3C2N1)F)F)O